CC(CC1=NC=CN=C1OC)C 2-methylpropyl-3-methoxypyrazine